3-chloro-11-azatricyclo[6.2.1.02,7]Undec-2,4,6,9-tetraene hydrochloride Cl.ClC1=C2C3C=CC(C2=CC=C1)N3